C(C1=CC=CC=C1)OC(C(O)C(F)(F)F)=O 3,3,3-trifluorolactic acid Benzyl ester